2-(pyridin-2-yldisulfanyl)cyclopentanol N1=C(C=CC=C1)SSC1C(CCC1)O